methyl 2-(4-(4-(((1r,4r)-4-aminocyclohexyl)amino)-3-((Z)-N'-(2-chloro-5-fluorophenyl)carbamimidoyl)pyrrolo[1,2-b]pyridazin-6-yl)-3-methylphenoxy)acetate NC1CCC(CC1)NC=1C=2N(N=CC1/C(/N)=N/C1=C(C=CC(=C1)F)Cl)C=C(C2)C2=C(C=C(OCC(=O)OC)C=C2)C